C(C1=CC=CC=C1)C1(C[C@@H]2[C@@H](CN(C2)CC(O)C2=CC=C(C=C2)NS(=O)(=O)C)C1)O rac-N-(4-(2-((3aR,5r,6aS)-5-benzyl-5-hydroxyhexa-hydrocyclopenta[c]pyrrol-2(1H)-yl)-1-hydroxyethyl)phenyl)methanesulfonamide